CN(C1=CC=C(C=C1)C1=NN2C(=NC=3C=CC=CC3C2=N1)NC=1C(N=CC=CC1)=O)C (3R)-3-({2-[4-(dimethylamino)phenyl][1,2,4]triazolo[1,5-c]quinazolin-5-yl}amino)azepin-2-one